NC=1SC2=C(C1C#N)C(=CC=C2F)C2=C1C(=C3C=CC(=NC3=C2Cl)OCCO)COC1 2-Amino-4-[5-chloro-7-(2-hydroxyethoxy)-1,3-dihydrofuro[3,4-f]quinolin-4-yl]-7-fluoro-benzothiophene-3-carbonitrile